(S)-2-((S)-6,8-dihydro-[1,3]dioxolo[4,5-e]isobenzofuran-8-yl)pyrrolidine O1COC=2C1=C1[C@H](OCC1=CC2)[C@H]2NCCC2